1-[5-fluoro-2-(2-hydroxyethyl)phenyl]-3-[3-(2-hydroxyethylamino)-5-trifluoromethoxyphenyl]urea FC=1C=CC(=C(C1)NC(=O)NC1=CC(=CC(=C1)OC(F)(F)F)NCCO)CCO